Octadecyltrimethoxysilan C(CCCCCCCCCCCCCCCCC)[Si](OC)(OC)OC